C(#N)CC1(CCN(CC1)CC1=CC(=CC=C1)NS(=O)(=O)C(F)(F)F)N1N=C(C(=C1)C(=O)N)NC(=O)C1CC1 1-[4-(cyanomethyl)-1-[[3-(trifluoromethylsulfonylamino)phenyl]methyl]-4-piperidyl]-3-(cyclopropanecarbonylamino)pyrazole-4-carboxamide